CN1CC(CCC1)CN(C(CCCCCCCCC(=O)OCC(CCCCCC)CCCC)CCCCCCCCC(=O)OCC(CCCCCC)CCCC)S(=O)CCCCCCCC bis(2-butyloctyl) 10-[(1-methyl-3-piperidyl)methyl-octylsulfinyl-amino]nonadecanedioate